OCCCC[N+]1(CCCCC1)CCC 1-(4-hydroxybutyl)-1-propylpiperidin-1-ium